Diacetic acid (2R,3R,4R,5R,6S)-5-acetamido-2-(acetoxymethyl)-6-(4-nitrophenoxy)tetrahydro-2H-pyran-3,4-dioate C(C)(=O)N[C@@H]1[C@@H]([C@H]([C@@H](O[C@H]1OC1=CC=C(C=C1)[N+](=O)[O-])COC(C)=O)C(=O)O)C(=O)O.C(C)(=O)O.C(C)(=O)O